[N-](S(=O)(=O)C(F)(F)F)S(=O)(=O)C(F)(F)F.[Li+].C(C)N1CN(C=C1)C 1-ethyl-3-methylimidazole lithium bis(trifluoromethylsulfonyl)imide